C(C1=CC=CC=C1)C1=CC(=C(C=C1)Cl)[N+](=O)[O-] 4-benzyl-1-chloro-2-nitrobenzene